OCCC1=NC=C(C=N1)NC(O[C@H](C)[C@H](C)OC1=CC2=C(N=C(S2)C2=C3N=CC(=NC3=CC(=C2)C)OC)C=C1F)=O (2R,3S)-3-((5-fluoro-2-(2-methoxy-7-methylquinoxalin-5-yl)benzo[d]thiazol-6-yl)oxy)butan-2-yl (2-(2-hydroxyethyl)pyrimidin-5-yl)carbamate